2,4,6-trimethylbenzoyl-phosphin-oxid CC1=C(C(=O)[PH2]=O)C(=CC(=C1)C)C